7-(Quinolin-6-yl)-6-(3-trifluoromethylphenyl)-2,3-dihydropyrazolo[5,1-b]oxazole N1=CC=CC2=CC(=CC=C12)C=1C(=NN2C1OCC2)C2=CC(=CC=C2)C(F)(F)F